FC1(C2(C1)CC=1N(N=C(C1C1=C3C(=NC=C1)NN=C3)C3=NC=C(C=C3)F)C2)F 1',1'-difluoro-2-(5-fluoro-2-pyridinyl)-3-(1H-pyrazolo[3,4-b]pyridin-4-yl)spiro[4,6-dihydropyrrolo[1,2-b]pyrazole-5,2'-cyclopropane]